(S)-3-((3-(2-(4-chlorophenyl)-2-hydroxyethyl)-1,2,4-oxadiazol-5-yl)methyl)-1-methyl-5-(trifluoromethyl)pyrimidine-2,4(1H,3H)-dione ClC1=CC=C(C=C1)[C@H](CC1=NOC(=N1)CN1C(N(C=C(C1=O)C(F)(F)F)C)=O)O